[N+](=O)([O-])C=1C(=CC2=C(CNOCC2)C1)N 8-nitro-1,2,4,5-tetrahydrobenzo[d]oxazepin-7-amine